4,4'-dibromostilbene BrC1=CC=C(C=C1)C=CC1=CC=C(C=C1)Br